PYRIDO[3,2-B]INDOLE-3-CARBONITRILE N1=CC(=CC=2NC=3C=CC=CC3C21)C#N